3-(2-Chlorothioxanthen-9-ylidene)-N,N-dimethylpropan-1-amine ClC1=CC=2C(C3=CC=CC=C3SC2C=C1)=CCCN(C)C